cis-N-(2-fluoro-5-(1-methyl-1H-1,2,4-triazol-3-yl)-4-(trifluoromethyl)phenyl)-5-methyl-1-(5-methyl-1,3,4-oxadiazol-2-yl)-7-azabicyclo[4.1.1]octane-7-carboxamide FC1=C(C=C(C(=C1)C(F)(F)F)C1=NN(C=N1)C)NC(=O)N1C2C(CCCC1(C2)C=2OC(=NN2)C)C